(R)-9-[2-(decanoyloxymethyl)-4-(L-valyloxy)butyl]guanine C(CCCCCCCCC)(=O)OC[C@@H](CN1C=2N=C(NC(C2N=C1)=O)N)CCOC([C@@H](N)C(C)C)=O